C(C)C(C(=O)O)C(O)(C(=O)O)CC(=O)O.C(C1=CN=CC=C1)(=O)N nicotinamide ethyl-citrate